C(#N)CCOCCOCCC#N 1,2-di(2-cyanoethoxy)ethane